1-(2-amino-6-fluorophenyl)ethan-1-one NC1=C(C(=CC=C1)F)C(C)=O